methyl 3-methoxy-2-(4-methyl-3-nitro-pyrazol-1-yl)propanoate COCC(C(=O)OC)N1N=C(C(=C1)C)[N+](=O)[O-]